2-(2-(((2-(aminomethyl)-5-hydroxyphenyl)amino)-2-oxoacetamido)-3-phenylpropionamido)-1H-indole-2-carboxylic acid NCC1=C(C=C(C=C1)O)NC(C(=O)NC(C(=O)NC1(NC2=CC=CC=C2C1)C(=O)O)CC1=CC=CC=C1)=O